tert-butyl 5'-oxo-1'-(4-(trifluoromethyl)pyridin-2-yl)-3-azaspiro[bicyclo[3.2.1]octane-8,3'-pyrrolidine]-3-carboxylate O=C1CC2(CN1C1=NC=CC(=C1)C(F)(F)F)C1CN(CC2CC1)C(=O)OC(C)(C)C